O.N1(N=NC2=C1C=CC=C2)O benzo[d][1,2,3]triazole-1-ol monohydrate